Anti-galactose O=C[C@H](O)[C@@H](O)[C@@H](O)[C@H](O)CO